3-oxobenzofuran O=C1COC2=C1C=CC=C2